isopropyl ((R)-(((2R,3R,4S,5R)-5-(4-amino-5-fluoro-2-oxopyrimidin-1(2H)-yl)-2-(chloromethyl)-4-fluoro-3-hydroxytetrahydrofuran-2-yl) methoxy)(phenoxy)phosphoryl)-L-alaninate NC1=NC(N(C=C1F)[C@H]1[C@H]([C@@H]([C@@](O1)(CCl)CO[P@@](=O)(OC1=CC=CC=C1)N[C@@H](C)C(=O)OC(C)C)O)F)=O